FC(C1=CC(=CN=N1)NC(=O)[O-])(F)F N-[6-(trifluoromethyl)pyridazin-4-yl]aminocarboxylate